1-Tert-butyl N-[2-[2-[[2-[4-(2,6-dibenzyloxy-3-pyridyl)phenoxy]acetyl]amino]ethoxy]ethyl]carbamate C(C1=CC=CC=C1)OC1=NC(=CC=C1C1=CC=C(OCC(=O)NCCOCCNC(OC(C)(C)C)=O)C=C1)OCC1=CC=CC=C1